C(C)(C)(C)OC(=O)N(C1(CC1)C(=O)O)C 1-[[(tert-butoxy)carbonyl](methyl)amino]cyclopropane-1-carboxylic acid